9-hexyl-guanine C(CCCCC)N1C=2N=C(NC(C2N=C1)=O)N